(2R,2'R,3R,3'R,4R,4'R,5S,5'S)-6,6'-((4-(aminomethyl)benzyl)azanediyl)bis(hexane-1,2,3,4,5-pentaol) hydrochloride Cl.NCC1=CC=C(CN(C[C@@H]([C@H]([C@@H]([C@@H](CO)O)O)O)O)C[C@@H]([C@H]([C@@H]([C@@H](CO)O)O)O)O)C=C1